[Si](C)(C)(C(C)(C)C)OC(CCC1=NN2C(C=C(C(=C2)OC([2H])([2H])[2H])NC(OC(C)(C)C)=O)=C1)(C)C tert-butyl N-[2-[3-[tert-butyl(dimethyl)silyl]oxy-3-methylbutyl]-6-(trideuteriomethoxy)pyrazolo[1,5-a]pyridin-5-yl]carbamate